C(=O)=C(C(C(C(C=C=O)=C=O)=C=O)=C=O)CCCCC.[Fe] iron pentacarbonyl-n-decane